(3E)-6-hydroxy-3-hexenylbutyloxymethyl ether OCCCCC=CC(CCOCOCOCCC(C)C=CCCCCO)C